ClC=1C(N(C(=CC1OC([2H])([2H])C1=NN(C=C1)C)C)C1=CC(=NC=C1C)C1=NC(=NC=C1)C(C)(C)O)=O 3-Chloro-2'-(2-(2-hydroxypropan-2-yl)pyrimidin-4-yl)-5',6-dimethyl-4-((1-methyl-1H-pyrazol-3-yl)methoxy-d2)-2H-[1,4'-bipyridin]-2-one